2-(3-oxocyclobutyl)acetic acid O=C1CC(C1)CC(=O)O